tetrahydro-6-(3-pentenyl)-2H-pyran-2-one C(CC=CC)C1CCCC(O1)=O